sodium 5,10-methylene-(6R)-tetrahydrofolic acid C1N2C=3C(NC(=NC3NC[C@@H]2CN1C1=CC=C(C(N[C@@H](CCC(=O)O)C(=O)O)=O)C=C1)N)=O.[Na]